C(C)(C)(C)OC(N(C(=O)OC(C)(C)C)C=1C=C2C(OCC2=C(C1Cl)Br)=O)=O.ClC1=NC=CC(=C1)C1=CC=C(C=C1)C 2-chloro-4-(p-tolyl)pyridine tert-butyl-N-(7-bromo-6-chloro-3-oxo-1H-isobenzofuran-5-yl)-N-tert-butoxycarbonyl-carbamate